C(C1=CC=CC=C1)(=O)C1NC2=C(CC1)SC(=N2)NC(=O)NC2=NC(=CC=C2)C2=NN=CN2C(C)C 1-(5-benzoyl-4,5,6,7-tetrahydrothiazolo[5,4]pyridin-2-yl)-3-(6-(4-isopropyl-4H-1,2,4-triazol-3-yl)pyridin-2-yl)urea